2-methyl-3-((5-(trifluoromethyl)pyrimidin-2-yl)methyl)naphthalene-1,4-dione CC=1C(C2=CC=CC=C2C(C1CC1=NC=C(C=N1)C(F)(F)F)=O)=O